1-(4-hydroxypyridin-2-yl)-3-(trifluoromethyl)-1,4,5,6-tetrahydro-7H-indazol-7-one OC1=CC(=NC=C1)N1N=C(C=2CCCC(C12)=O)C(F)(F)F